C(C)OCC=1N(C2=C(C(=NC=3C=CC=C(C23)OCC(C)C)N)N1)C 2-(ethoxymethyl)-9-isobutoxy-1-methyl-1H-imidazo[4,5-c]quinolin-4-amine